(1R,4S,6R)-2-azabicyclo[4.2.1]nonan-4-amine [C@@H]12NC[C@H](C[C@@H](CC1)C2)N